ClC=1C=C(C=C2C(=C(C=NC12)C#N)NC1=CC(=C(C=C1)F)Cl)N[C@@H](C1=CC=C2CCNCC2=C1)C=1N=NN(C1)C(C)C (S)-8-chloro-4-((3-chloro-4-fluorophenyl)amino)-6-(((1-isopropyl-1H-1,2,3-triazol-4-yl)(1,2,3,4-tetrahydroisoquinolin-7-yl)methyl)amino)quinoline-3-carbonitrile